CC1(C=C(N2C(CC(C=C12)=O)=O)C(=O)OC)C methyl (3S)-1,1-dimethyl-5,7-dioxoindolizine-3-carboxylate